[Re].[Ni] Nickel-Rhenium